(5'S,7a'R)-1-(3,5-dimethylbenzene-1-carbonyl)-5'-(3-fluoro-phenyl)tetrahydro-3'H-spiro[piperidine-4,2'-pyrrolo[2,1-b][1,3]oxazol]-3'-one CC=1C=C(C=C(C1)C)C(=O)N1CCC2(C(N3[C@H](O2)CC[C@H]3C3=CC(=CC=C3)F)=O)CC1